OC1=C(C=C(C(=O)OC)C#N)C=CC=C1 methyl 2-hydroxy-α-cyanocinnamate